OC1C(=C(C=C(C1)CC#N)O)C1[C@@H](C[C@@H](C(=C1)C)O)C(=C)C 2-((1''R,2'R,4'S)-2,4',6-Trihydroxy-5'-methyl-2'-(prop-1-en-2-yl)-1',2',3,4'-tetrahydro-[1,1'-biphenyl]-4-yl)acetonitrile